C(=O)([O-])C(O)C(O)C(=O)[O-].C1CCCCC1.[NH4+].[NH4+] Diammonium cyclohexane mono-(+)-tartrate